COC(C1=CC=CC=C1)=O.C(C1=CC=CC=C1)(=O)C1=C(C(=O)O)C=CC=C1 benzoyl-benzoic acid methyl-benzoate